ClC=1C=C2C(=NNC2=CC1)CCCN 3-(5-chloro-1H-indazol-3-yl)propan-1-amine